4-(2-fluoro-4-(4,4,5,5-tetramethyl-1,3,2-dioxaborolan-2-yl)phenyl)-1-methylpiperidine FC1=C(C=CC(=C1)B1OC(C(O1)(C)C)(C)C)C1CCN(CC1)C